NC(CN(CC(C)N)CC(C)N)C tris(2-aminopropyl)amine